(2S)-2-(6-chloro-8-(methoxycarbonyl)-4-methyl-1,1-dioxido-3,4-dihydro-2H-benzo[e][1,2,4]thiadiazin-2-yl)-3-(6-fluoro-2,3-dimethylphenyl)butanoic acid ClC=1C=C(C2=C(N(CN(S2(=O)=O)[C@H](C(=O)O)C(C)C2=C(C(=CC=C2F)C)C)C)C1)C(=O)OC